O1C[C@H](CC1)NC(N)=O 3-((S)-tetrahydrofuran-3-yl)urea